CC(C)[C@H]1CN(CCN1)C=1N=NC(=CN1)C1=C(C=C(C=C1)C=1C=NSC1)[O-].C(C(=C)C)(=O)OCCOC(NCCOC(C(=C)C)=O)=O N-(2-methacryloyloxyethyl)carbamic acid (2-methacryloyloxyethyl)ester 2-{3-[(3S)-3-(propan-2-yl)piperazin-1-yl]-1,2,4-triazin-6-yl}-5-(1,2-thiazol-4-yl)phenolate